C1(CC1)[C@@]1(NC(NC1=O)=O)CNC(=O)C1=NN(N=C1)C1=CC=C(C=C1)OC N-{[(4R)-4-cyclopropyl-2,5-dioxoimidazolidin-4-yl]methyl}-2-(4-methoxyphenyl)-2H-1,2,3-triazole-4-carboxamide